(S)-4-allyl-2-(1-ethyl-3-methyl-1H-pyrazole-5-carboxamido)-5,6-dihydro-4H-imidazo[1,5,4-de]quinoxaline-8-carboxamide C(C=C)[C@H]1CNC=2C=C(C=C3C2N1C(=N3)NC(=O)C3=CC(=NN3CC)C)C(=O)N